C(#N)C=1C=C(C=CC1F)NC(=O)[C@@H]1[C@@H](N(CC1)C(=O)C=1NC(=CC1)C1=C(N=NC=C1C)C)C (2S,3S)-N-(3-cyano-4-fluorophenyl)-1-(5-(3,5-dimethylpyridazin-4-yl)-1H-pyrrole-2-carbonyl)-2-methylpyrrolidine-3-carboxamide